BrC=1C(=NN(C1C)C)C(=O)O 4-bromo-1,5-dimethylpyrazole-3-carboxylic acid